C(=O)(O)C[C@@H](C#N)NC(=O)[C@H]1N(CCC2=CC(=CC=C12)C)C([C@H](C(C)C)NC([C@H](CCCC(=O)O)NC(=O)[C@H]1NC2=CC=CC=C2C1)=O)=O (S)-6-(((S)-1-((S)-1-(((S)-2-carboxy-1-cyanoethyl)carbamoyl)-6-methyl-3,4-dihydroisoquinolin-2(1H)-yl)-3-methyl-1-oxobutan-2-yl)amino)-5-((S)-indoline-2-carboxamido)-6-oxohexanoic acid